BrC=1C=C(C(=C(C1)C(C)=O)O)I 1-(5-bromo-2-hydroxy-3-iodophenyl)ethanone